NC1=NC(=C(C=2N1C(N(N2)CCN2CC(CCC2)C)=O)C2=CC(=NC(=C2)C)C)C2=CC=CC=C2 5-amino-8-(2,6-dimethyl-4-pyridyl)-2-[2-(3-methyl-1-piperidyl)ethyl]-7-phenyl-[1,2,4]triazolo[4,3-c]pyrimidin-3-one